CC1=CC=CC(=N1)C1=C(N=CN1)C=1C=C2N=CC=NC2=CC1 5-(6-methyl-2-pyridinyl)-4-(6-quinoxalinyl)-1H-imidazol